C(C)N1N=NC2=C1C=CC(=C2C)C(CC(=O)O)C2=CC=C1CCN(CC1=C2)C(=O)C=2N=C(SC2)C 3-(1-ethyl-4-methyl-benzotriazol-5-yl)-3-[2-(2-methylthiazole-4-carbonyl)-3,4-dihydro-1H-isoquinolin-7-yl]propanoic acid